ClC=1C=C2C=C(C(NC2=C(C1)F)=O)[C@H](C)NC1=CC=C(N(C1=O)C)C#N 5-{[(1S)-1-(6-chloro-8-fluoro-2-oxo-1,2-dihydroquinolin-3-yl)ethyl]amino}-1-methyl-6-oxo-1,6-dihydropyridine-2-carbonitrile